N-(5-(4-chloro-3-(neopentyloxy)phenyl)-6-(4-(trifluoromethyl)phenyl)pyridin-2-yl)benzenesulfonamide ClC1=C(C=C(C=C1)C=1C=CC(=NC1C1=CC=C(C=C1)C(F)(F)F)NS(=O)(=O)C1=CC=CC=C1)OCC(C)(C)C